1-(tert-butyl)-4-(2-((4-nitrophenyl)sulfonyl)vinyl)benzene C(C)(C)(C)C1=CC=C(C=C1)C=CS(=O)(=O)C1=CC=C(C=C1)[N+](=O)[O-]